(S)-quinuclidin-3-yl (6-(3,5-dichlorophenyl)-2,3-dihydro-1H-inden-1-yl)carbamate ClC=1C=C(C=C(C1)Cl)C1=CC=C2CCC(C2=C1)NC(O[C@@H]1CN2CCC1CC2)=O